(±)-(1,4-phenylenebis(4-ethyloxazolidine-2,4-diyl))dimethanol C1(=CC=C(C=C1)C1OCC(N1)(CC)CO)C1OCC(N1)(CC)CO